CC1(COBO1)CO 5-methyl-1,3,2-dioxaborolan-5-methanol